NC1=C2C(=NC=N1)N(N=C2C2=CC=C(CNC(C1=C(C=CC(=C1)F)OC)=O)C=C2)C2CC(CCCC2)O[Si](C)(C)C(C)(C)C N-(4-(4-amino-1-(3-((tert-butyldimethylsilyl)oxy)cycloheptyl)-1H-pyrazolo[3,4-d]pyrimidin-3-yl)benzyl)-5-fluoro-2-methoxybenzamide